C1(=CC=CC=C1)C1CCN(CC1)C(=O)C1CCC12NC(OC2)=O 4-Phenylpiperidine-1-carbonyl-7-oxa-5-azaspiro[3.4]octan-6-one